Ethyl {(1R,5S,6s)-3-[2-cyclobutyl-6-(trifluoromethyl)pyrimidin-4-yl]-3-azabicyclo[3.1.0]hex-6-yl}acetate C1(CCC1)C1=NC(=CC(=N1)N1C[C@@H]2C([C@@H]2C1)CC(=O)OCC)C(F)(F)F